ClC=1C(=NC=C(N1)C(F)(F)F)N1CC2(CC1)CCN(CC2)C(=O)OC(C)(C)C tert-butyl 2-(3-chloro-5-(trifluoromethyl)pyrazin-2-yl)-2,8-diazaspiro[4.5]decane-8-carboxylate